The molecule is a polypeptide that is a synthetic analogue of human GRF (Growth Releasing Factor) comprised of the 44 amino-acid sequence of human GRF with a hex-3-enoyl moiety attached to the tyrosine residue at the N-terminal part of the molecule. It is used to stimulate human GRF receptors. It is a polypeptide and a peptide hormone. CC/C=C/CC(=O)N[C@@H](CC1=CC=C(C=C1)O)C(=O)N[C@@H](C)C(=O)N[C@@H](CC(=O)O)C(=O)N[C@@H](C)C(=O)N[C@@H](C(C)CC)C(=O)N[C@@H](CC2=CC=CC=C2)C(=O)N[C@@H](C(C)O)C(=O)N[C@@H](CC(=O)N)C(=O)N[C@@H](CO)C(=O)N[C@@H](CC3=CC=C(C=C3)O)C(=O)N[C@@H](CCCNC(=N)N)C(=O)N[C@@H](CCCCN)C(=O)N[C@@H](C(C)C)C(=O)N[C@@H](CC(C)C)C(=O)NCC(=O)N[C@@H](CCC(=O)N)C(=O)N[C@@H](CC(C)C)C(=O)N[C@@H](CO)C(=O)N[C@@H](C)C(=O)N[C@@H](CCCNC(=N)N)C(=O)N[C@@H](CCCCN)C(=O)N[C@@H](CC(C)C)C(=O)N[C@@H](CC(C)C)C(=O)N[C@@H](CCC(=O)N)C(=O)N[C@@H](CC(=O)O)C(=O)N[C@@H](C(C)CC)C(=O)N[C@@H](CCSC)C(=O)N[C@@H](CO)C(=O)N[C@@H](CCCNC(=N)N)C(=O)N[C@@H](CCC(=O)N)C(=O)N[C@@H](CCC(=O)N)C(=O)NCC(=O)N[C@@H](CCC(=O)N)C(=O)N[C@@H](CO)C(=O)N[C@@H](CC(=O)N)C(=O)N[C@@H](CCC(=O)N)C(=O)N[C@@H](CCCNC(=N)N)C(=O)NCC(=O)N[C@@H](C)C(=O)N[C@@H](CCCNC(=N)N)C(=O)N[C@@H](C)C(=O)N[C@@H](CCCNC(=N)N)C(=O)N[C@@H](CC(C)C)C(=O)N